FC=1C(=CC(=NC1)OC)C1=CC(=NN1)C(=O)N1C2(CC2)C[C@H](CC1)C(=O)NC1CN(C1)CC1(CC1)F (S)-4-(5-(5-fluoro-2-methoxypyridin-4-yl)-1H-pyrazole-3-carbonyl)-N-(1-((1-fluorocyclopropyl)methyl)azetidin-3-yl)-4-azaspiro[2.5]octane-7-carboxamide